ClC=1C=CC2=C(N(C(O2)=O)C=2N=CN(C2)C)C1 5-chloro-3-(1-methyl-1H-imidazol-4-yl)benzo[D]oxazol-2(3H)-one